COC(=O)N(N(C)C(C1=C(C(=CC(=C1)Br)Br)NC(=O)C1=CC(=NN1C1=NC=CC=C1Cl)Br)=O)C methyl-2-[3,5-dibromo-2-({[3-bromo-1-(3-chloropyridin-2-yl)-1H-pyrazol-5-yl]carbonyl}amino) benzoyl]-1,2-dimethylhydrazinecarboxylate